(R)-1-(4-(6-chloro-2-(1-cyclopropyl-piperidin-4-ylamino)-8-fluoro-7-(5-methyl-1H-indazol-4-yl)quinazolin-4-yl)piperazin-1-yl)prop-2-en-1-one ClC=1C=C2C(=NC(=NC2=C(C1C1=C2C=NNC2=CC=C1C)F)NC1CCN(CC1)C1CC1)N1CCN(CC1)C(C=C)=O